N[C@](COC=1C(=CC(=NC1)C)C1=CC=2N(C=C1)N=C(C2)NC(=O)C2CC2)(C(F)(F)F)C |r| racemic-(rac)-N-[5-[5-(2-amino-3,3,3-trifluoro-2-methyl-propoxy)-2-methyl-4-pyridyl]pyrazolo[1,5-a]pyridin-2-yl]cyclopropanecarboxamide